C(CCCCC(=O)OCC(C)C)(=O)OC1CCCCC1 Adipic acid, cyclohexyl isobutyl ester